2-[(1-pyrazolo[1,5-a]pyridin-6-ylcyclobutyl)amino]acetonitrile N1=CC=C2N1C=C(C=C2)C2(CCC2)NCC#N